6-(((3-chloro-4-fluorophenyl)(5-methyl-4-(S-methylsulfonimidoyl)-1H-imidazol-2-yl)methyl)amino)-2-methylnicotinonitrile ClC=1C=C(C=CC1F)C(C=1NC(=C(N1)S(=O)(=N)C)C)NC1=NC(=C(C#N)C=C1)C